(S)-5-((S)-5-Chloro-6-fluoro-2-((methylamino)methyl)-2-phenyl-2,3-dihydrobenzofuran-4-yl)-1-ethyl-4-fluoroindoline-6-carboxamide ClC=1C(=CC2=C(C[C@](O2)(C2=CC=CC=C2)CNC)C1C=1C(=C2CCN(C2=CC1C(=O)N)CC)F)F